1-((3R,4R)-3-fluoro-1-(3-methoxy-1H-pyrazolo[3,4-b]pyridin-5-yl)piperidin-4-yl)-1-methyl-3-(1-methyl-2-oxo-5-(trifluoromethyl)-1,2-dihydropyridin-3-yl)urea F[C@@H]1CN(CC[C@H]1N(C(=O)NC=1C(N(C=C(C1)C(F)(F)F)C)=O)C)C=1C=C2C(=NC1)NN=C2OC